1-((3,3-difluorocyclobutyl)methyl)-N-(2,4-dimethyl-5-oxo-5,6,7,8-tetrahydro-4H-pyrazolo[1,5-a][1,3]diazepin-6-yl)-1H-1,2,4-triazole-3-carboxamide FC1(CC(C1)CN1N=C(N=C1)C(=O)NC1C(N(C=2N(CC1)N=C(C2)C)C)=O)F